C(C)N1C(=NN=C1)C=1C=C2C=NN(C2=C(C1)OC1=CC=C(C=C1)N1C(C2(CC2)CC1)=O)C 5-[4-[5-(4-ethyl-1,2,4-triazol-3-yl)-1-methyl-indazol-7-yl]oxyphenyl]-5-azaspiro[2.4]heptan-4-one